C(C)(C)(C)OC(=O)N1CC=2N(CCC1)N=C(C2B(O)O)C(=O)OC (5-(tert-butoxycarbonyl)-2-(methoxycarbonyl)-5,6,7,8-tetrahydro-4H-pyrazolo[1,5-a][1,4]diazepin-3-yl)boronic acid